1-((2-(benzyloxy)ethoxy)methyl)-3-azabicyclo[3.2.1]octane C(C1=CC=CC=C1)OCCOCC12CNCC(CC1)C2